hexyl-(4-cyclohexyl-3,5-dimethoxyphenyl)dimethylsilane C(CCCCC)[Si](C)(C)C1=CC(=C(C(=C1)OC)C1CCCCC1)OC